CC1=C(OC=C1)S 3-methylfuranthiol